BrC1=C(C=C(C=C1)C(CO)(CO)CO)F 2-(4-bromo-3-fluorophenyl)-2-(hydroxymethyl)propane-1,3-diol